PHENETHYL PHENYLACETATE C1(=CC=CC=C1)CC(=O)OCCC1=CC=CC=C1